C(#N)CN1N=C(C(=C1)C1=CN=C(N1C)C(=O)NC1=CC(=C(C=C1)C(=O)N1CCN(CC1)C(=O)[C@H]1CNCC1)CC)C(F)(F)F 5-[1-(cyanomethyl)-3-(trifluoromethyl)pyrazol-4-yl]N-[3-ethyl-4-[4-[(3R)-pyrrolidine-3-carbonyl]piperazine-1-carbonyl]phenyl]-1-methylimidazole-2-carboxamide